trans-4-((4-(2-Cyclopropyloxazol-4-yl) pyridin-2-yl)((trans-4-(5-methoxy-6-methylpyridin-2-yl)cyclohexyl) methyl)carbamoyl)cyclohexyl ((R)-1-hydroxypropan-2-yl)carbamate OC[C@@H](C)NC(O[C@@H]1CC[C@H](CC1)C(N(C[C@@H]1CC[C@H](CC1)C1=NC(=C(C=C1)OC)C)C1=NC=CC(=C1)C=1N=C(OC1)C1CC1)=O)=O